O1N=C(C2=C1C=CC=C2)C2=CNC=C2C2=CN1C3=C(C=C(C=C23)F)CN(CC1)C(=O)N1CCCCC1 3-(benzo[d]isoxazol-3-yl)-4-(9-fluoro-2-(piperidine-1-carbonyl)-1,2,3,4-tetrahydro-[1,4]diazepino[6,7,1-hi]indol-7-yl)-1H-pyrrole